CN1N=CC2=CC=C(C(=C12)C)OC1CC2(CN(C2)C(=O)OC(C)(C)C)C1 tert-butyl 6-((1,7-dimethyl-1H-indazol-6-yl)oxy)-2-azaspiro[3.3]heptane-2-carboxylate